Ethyl 2-(2,6-difluoro-4-((5-oxo-4-(4-(trifluoromethyl) phenyl)-4,5-dihydro-1H-1,2,4-triazol-1-yl) methyl) phenoxy)-2-methylpropionate FC1=C(OC(C(=O)OCC)(C)C)C(=CC(=C1)CN1N=CN(C1=O)C1=CC=C(C=C1)C(F)(F)F)F